C(C)(C)(C)C1=NN2C(N(C(C=3N(C=NC23)C(C)C)=O)CC(=O)NC2=NC=C(C=C2)F)=C1 2-(7-(Tert-butyl)-3-isopropyl-4-oxo-3,4-dihydro-5H-pyrazolo[5,1-b]purin-5-yl)-N-(5-fluoropyridin-2-yl)acetamide